N1N=CC=2C(=CC=CC12)C(=O)C1=NC=C(C=C1NC(OC(C)(C)C)=O)C tert-Butyl N-[2-(1H-indazole-4-carbonyl)-5-methyl-3-pyridyl]carbamate